FC(S(=O)(=O)[O-])(F)F.FC(S(=O)(=O)[O-])(F)F.[NH4+].[NH4+] ammonium bistrifluoromethanesulfonate